FC=1C(=C(C=C(C1)[C@H]1NCCC1)C1=CC=CC=C1)C=1N=C2SC3=C(N2C1)C=CC(=C3)C(=O)NCCCN3CCC(CC3)F (S)-2-(3-fluoro-5-(pyrrolidin-2-yl)-[1,1'-biphenyl]-2-yl)-N-(3-(4-fluoropiperidin-1-yl)propyl)benzo[d]imidazo[2,1-b]thiazole-7-carboxamide